FC1=C(C=CC=C1)C(C(F)(F)F)=O 1-(2-Fluorophenyl)-2,2,2-trifluoroethan-1-on